1-ethoxyethen Ethyl-(E)-3-(4-cyanostyryl)-4-fluorobenzo[b]thiophene-2-carboxylate C(C)OC(=O)C1=C(C2=C(S1)C=CC=C2F)\C=C\C2=CC=C(C=C2)C#N.C(C)OC=C